C(#N)C1=C(C=C(C(=O)NC23CC(C2)(C3)[C@@H](C(=O)NC3=CC=C(C=C3)F)C)C=C1)C (S)-4-cyano-N-(3-(1-((4-fluorophenyl)amino)-1-oxopropan-2-yl)bicyclo[1.1.1]pentan-1-yl)-3-methylbenzamide